C(C)(C)(C)OC(=O)N1CC(C(CC1)O)C1N2C(C3=CC=CC=C13)=CN=C2.IC2=C(C(=O)NC1=CC(=CC=C1)[N+](=O)[O-])C=CC=C2 2-iodo-N-(3-nitrophenyl)benzamide tert-Butyl-4-hydroxy-3-(5H-imidazo[5,1-a]isoindol-5-yl)piperidin-1-carboxylat